5-[(1R)-2-amino-1-methyl-ethoxy]-2,6-dichloro-N-[2-(1H-indol-3-yl)ethyl]pyrimidin-4-amine NC[C@H](OC=1C(=NC(=NC1Cl)Cl)NCCC1=CNC2=CC=CC=C12)C